C(C)(C)(C)OC(=O)C=1C=CC(=C2CCCOC12)NCCCCCCSC1=CC=NC2=CC(=CC=C12)C(F)(F)F 5-((6-((7-(Trifluoromethyl)quinolin-4-yl)thio)hexyl)amino)chroman-8-carboxylic acid tert-butyl ester